Methyl 4-(6-ethyl-5-nitro-indazol-2-yl)cyclohexanecarboxylate C(C)C=1C(=CC2=CN(N=C2C1)C1CCC(CC1)C(=O)OC)[N+](=O)[O-]